FC(C(=O)O)(F)F.FC1=C(C=C(C=C1C=1C(=NN(C1)C1=C(C=C(C=C1)N1C[C@H](NCC1)C)F)C1=CC=NC=C1)F)C1(CCCC1)S(=O)(=O)N [2,5-difluoro-3-(1-{2-fluoro-4-[(3R)-3-methylpiperazin-1-yl]phenyl}-3-(pyridin-4-yl)pyrazol-4-yl)phenyl]cyclopentanesulfonamide trifluoroacetic acid salt